NCC(C(=O)O)CO 3-amino-2-(hydroxymethyl)propionic acid